Cl.COC1=CC=C(C=C1)/C=C/C(=O)OCCOCCN 2-(2-aminoethoxy)ethyl (E)-3-(4-methoxyphenyl)acrylate hydrochloride